4-{6-[2-fluoro-1-(fluoromethyl)ethoxy]-3-[3-methoxy-4-(piperidin-1-ylmethyl)benzyl]-2,4-dioxo-3,4-dihydroquinazolin-1(2H)-yl}piperidine-1-carbaldehyde FCC(OC=1C=C2C(N(C(N(C2=CC1)C1CCN(CC1)C=O)=O)CC1=CC(=C(C=C1)CN1CCCCC1)OC)=O)CF